(2S)-6-bromo-N-[(1R)-1-[3-(difluoromethyl)-2-fluoro-phenyl]ethyl]-2-methyl-2,3-dihydroimidazo[1,2-a]pyridine-8-carboxamide BrC=1C=C(C=2N(C1)C[C@@H](N2)C)C(=O)N[C@H](C)C2=C(C(=CC=C2)C(F)F)F